1-(3-(difluoromethoxy)phenyl)-N-((3-hydroxytetrahydrofuran-3-yl)methyl)-3,3-dimethyl-2-oxoindoline-5-carboxamide FC(OC=1C=C(C=CC1)N1C(C(C2=CC(=CC=C12)C(=O)NCC1(COCC1)O)(C)C)=O)F